5-amino-2,2-dimethyl-1,3-dioxane-5-carboxamide NC1(COC(OC1)(C)C)C(=O)N